6-Cyclobutoxy-4-(4-fluoro-3-(3-(fluoromethyl)-5,6,7,8-tetrahydro-[1,2,4]triazolo[4,3-a]pyrazine-7-carbonyl)benzyl)phthalazin-1(2H)-one C1(CCC1)OC=1C=C2C(=NNC(C2=CC1)=O)CC1=CC(=C(C=C1)F)C(=O)N1CC=2N(CC1)C(=NN2)CF